(4,4-difluorocyclohexyl)methyl (S)-3-hydroxy-2-(1-hydroxy-7-methyl-1,3-dihydrobenzo[c][1,2]oxaborole-6-carboxamido)-3-methylbutanoate OC([C@@H](C(=O)OCC1CCC(CC1)(F)F)NC(=O)C=1C=CC2=C(B(OC2)O)C1C)(C)C